C(C)(C)(C)OC(NC1CC2=C(C(=C3C(=NC=NN32)N)C=3C=NC2=CC=CC=C2C3)C1=C)=O (4-amino-6-methylene-5-(quinolin-3-yl)-7,8-dihydro-6H-cyclopenta[4,5]pyrrolo[2,1-f][1,2,4]triazin-7-yl)carbamic acid tert-butyl ester